NC1=NC(=CC(=N1)N[C@H](C)CCC)CC1=CC=C(C=C1)[C@@H](C)NCCC 2-amino-4-(((R)-pentan-2-yl)amino)-6-(4-((R)-1-(propylamino)ethyl)benzyl)pyrimidine